3-amino-4-(4-((2,4-difluorophenyl)difluoromethyl)piperidin-1-yl)benzonitrile NC=1C=C(C#N)C=CC1N1CCC(CC1)C(F)(F)C1=C(C=C(C=C1)F)F